[Na].C(CCCCCCCCCCCCCCCCC)C1=CC=CC=C1 octadecyl-benzene sodium